ClC1=C(C=CC=C1)C1=NOC(=N1)C1=CC2=C(N(N=N2)CC(C)C)C=C1 5-[3-(2-chlorophenyl)-1,2,4-oxadiazol-5-yl]-1-(2-methylpropyl)-1H-1,2,3-benzotriazole